NC1=C(OCOC2=C(C=CC=C2)N)C=CC=C1 1,1-bis(2-aminophenoxy)methane